(3S,4r,5R)-1-(2,6-difluoro-4-(tetrahydro-2H-pyran-4-yl)phenethyl)piperidine-3,4,5-triol FC1=C(CCN2C[C@@H](C([C@@H](C2)O)O)O)C(=CC(=C1)C1CCOCC1)F